N1(C=NC=C1)C(=S)OC([C@@H]1N(CCC1)C(=O)OC(C)(C)C)C1=CC=CC=C1 tert-butyl (R)-2-(((1H-imidazole-1-carbonothioyl)oxy)(phenyl)methyl)pyrrolidine-1-carboxylate